3-[(3-chloro-2-methoxyphenyl)amino]-2-(6-fluoro-1,5-naphthyridin-4-yl)-5H,6H,7H-pyrazolo[1,5-a]pyrazin-4-one ClC=1C(=C(C=CC1)NC=1C(=NN2C1C(NCC2)=O)C2=CC=NC1=CC=C(N=C21)F)OC